[Cl-].N1(CCNCCC1)C=1C=C2SC3=CC(C=C(C3=NC2=C(C1)CC)CC)=[N+](C)C N-(7-(1,4-diazepan-1-yl)-1,9-diethyl-3H-phenothiazin-3-ylidene)-N-methylmethanaminium chloride